3-((3-butyl-7-(methylthio)-1,1-dioxido-5-phenyl-2,3,4,5-tetrahydro-1,5-benzothiazepin-8-yl)oxy)propanoic acid C(CCC)C1CS(C2=C(N(C1)C1=CC=CC=C1)C=C(C(=C2)OCCC(=O)O)SC)(=O)=O